(S)-N-(1-Amino-3-hydroxy-1-oxopropan-2-yl)-2-methyl-5-((4-(trifluoromethyl)thiazol-5-yl)methoxy)benzofuran-3-carboxamide NC([C@H](CO)NC(=O)C1=C(OC2=C1C=C(C=C2)OCC2=C(N=CS2)C(F)(F)F)C)=O